Cl.C1NCC12CC(C2)OC2=CC=NC1=CC=C(C=C21)F 4-((2-Azaspiro[3.3]hept-6-yl)oxy)-6-fluoroquinoline hydrochloride